2-(hept-6-yn-1-yloxy)tetrahydro-2H-pyran C(CCCCC#C)OC1OCCCC1